ClC=1C=C(C=CC1O)/C=C/C(=O)C1=CC=C(C=C1)OC(F)(F)F (E)-3-(3-Chloro-4-hydroxyphenyl)-1-[4-(trifluoromethoxy)phenyl]prop-2-en-1-one